1,6-dihydro-1-(2-methoxyphenyl)-6-oxo-pyrimidine COC1=C(C=CC=C1)N1C=NC=CC1=O